5-(propylamino)pentanesulfonic acid C(CC)NCCCCCS(=O)(=O)O